2-[(3R)-3-hydroxy-pyrrolidin-1-yl]-ethanesulfonic acid (4-{6-amino-5-[1-(2,6-dichloro-3-fluoro-phenyl)-ethoxy]-pyridin-3-yl}-phenyl)-amide NC1=C(C=C(C=N1)C1=CC=C(C=C1)NS(=O)(=O)CCN1C[C@@H](CC1)O)OC(C)C1=C(C(=CC=C1Cl)F)Cl